benzyl (1r,4r)-4-[4-[2-(2,6-dioxopiperidin-3-yl)-1,3-dioxoisoindol-5-yl]piperazine-1-carbonyl]cyclohexane-1-carboxylate O=C1NC(CCC1N1C(C2=CC=C(C=C2C1=O)N1CCN(CC1)C(=O)C1CCC(CC1)C(=O)OCC1=CC=CC=C1)=O)=O